2-(7-((2S,5R)-2,5-diethyl-4-(1-(4-fluoro-2-(methoxymethyl)phenyl)ethyl)piperazin-1-yl)-4-methyl-5-oxo-4,5-dihydro-2H-pyrazolo[4,3-b]pyridin-2-yl)acetonitrile C(C)[C@@H]1N(C[C@H](N(C1)C(C)C1=C(C=C(C=C1)F)COC)CC)C=1C=2C(N(C(C1)=O)C)=CN(N2)CC#N